BrC1=C2C3(C(NC2=CC(=C1)C(=O)O)=O)CCCCC3 4'-Bromo-2'-oxospiro[cyclohexane-1,3'-indoline]-6'-carboxylic acid